4-(2-hydroxypropyl)piperidine-1-carboxylic acid tert-butyl ester C(C)(C)(C)OC(=O)N1CCC(CC1)CC(C)O